butyl 4-(chlorocarbonyl)piperazine-1-carboxylate ClC(=O)N1CCN(CC1)C(=O)OCCCC